FC(CN1N=CC=2C1=NC(=CN2)N2CC1(C2)CC(N(CC1)C=1C=NC(=CC1)C(F)(F)F)=O)F 2-(1-(2,2-difluoroethyl)-1H-pyrazolo[3,4-b]pyrazin-6-yl)-7-(6-(trifluoromethyl)pyridin-3-yl)-2,7-diazaspiro[3.5]nonan-6-one